ClC1=NC=C(C(=C1)F)C#CC1(CC1)C 2-chloro-4-fluoro-5-((1-methylcyclopropyl)ethynyl)pyridine